FC1=C(C=C2CC(C(C2=C1)NC(O[C@@H]1CN2CCC1CC2)=O)(C)C)C2=CC(=CC=C2)OC(C)C (S)-quinuclidin-3-yl (6-fluoro-5-(3-isopropoxyphenyl)-2,2-dimethyl-2,3-dihydro-1H-inden-1-yl)carbamate